2-methylcyclohexane-1,3-dione CC1C(CCCC1=O)=O